6-((2S,5R)-2,5-dimethyl-4-((R)-2-methyl-1-(4-(trifluoromethyl)phenyl)propyl)piperazin-1-yl)-3,8-dimethyl-9-(((S)-tetrahydrofuran-2-yl)methyl)-3,9-dihydro-2H-purin-2-one C[C@@H]1N(C[C@H](N(C1)[C@H](C(C)C)C1=CC=C(C=C1)C(F)(F)F)C)C=1C=2N=C(N(C2N(C(N1)=O)C)C[C@H]1OCCC1)C